1,4-di-tert-butyl-2,5-bismethoxybenzene C(C)(C)(C)C1=C(C=C(C(=C1)OC)C(C)(C)C)OC